(R)-N-methyl-4-(3-(2-methyl-5-((3-(trifluoromethyl)phenyl)carbamoyl)phenyl)pyrrolidin-1-yl)picolinamide CNC(C1=NC=CC(=C1)N1C[C@H](CC1)C1=C(C=CC(=C1)C(NC1=CC(=CC=C1)C(F)(F)F)=O)C)=O